FC(C(C(=O)N1CC2=C(CCC1)C=CC=C2)(C)C)F 3,3-difluoro-2,2-dimethyl-1-(1,3,4,5-tetrahydro-2-benzazepin-2-yl)propan-1-one